(1S,2S,5R)-1-hydroxy-N-(4-hydroxy-2-phenylbutyl)-2-isopropyl-5-methylcyclohexane-1-carboxamide O[C@@]1([C@@H](CC[C@H](C1)C)C(C)C)C(=O)NCC(CCO)C1=CC=CC=C1